N1C=C(C2=CC=CC=C12)CCNC1=NC(=NC2=C1OCCN2)C=2C(=NC=C(C2)C)OC N-{2-(1H-indol-3-yl)ethyl}-2-(2-methoxy-5-methyl-3-pyridyl)-7,8-dihydro-6H-pyrimido[5,4-b][1,4]oxazin-4-amine